methyl (S)-5-bromo-4-(3-((tert-butoxycarbonyl) amino)-3-methylpyrrolidin-1-yl)-6-methoxynicotinate BrC=1C(=NC=C(C(=O)OC)C1N1C[C@@](CC1)(C)NC(=O)OC(C)(C)C)OC